N-methyl-1-(4-(3-trifluoromethylphenyl)-4,7-dihydro-5H-thieno[2,3-c]pyran-7-yl)methylamine CNCC1OCC(C2=C1SC=C2)C2=CC(=CC=C2)C(F)(F)F